C(#N)C1=CC(=NC=N1)N1C[C@@H](CC1)C=1C=C(C(=O)NC=2C=NC=C(C2)C(F)(F)F)C=CC1C (S)-3-(1-(6-cyanopyrimidin-4-yl)pyrrolidin-3-yl)-4-methyl-N-(5-(trifluoromethyl)pyridin-3-yl)benzamide